7-(5-isobutyl-1-(4-methoxybenzyl)-1H-pyrazol-4-yl)-N-(tetrahydro-2H-pyran-4-yl)-[1,2,4]triazolo[1,5-a]pyridin-2-amine C(C(C)C)C1=C(C=NN1CC1=CC=C(C=C1)OC)C1=CC=2N(C=C1)N=C(N2)NC2CCOCC2